CSCCCCCN 5-(methylsulfanyl)pentan-1-amine